3-(3,4-dichlorobenzyl)-8-(6-fluoro-2-methylpyridin-3-yl)-6-((2-imino-3-methyl-2,3-dihydro-1H-imidazol-1-yl)methyl)chroman-4-one ClC=1C=C(CC2COC3=C(C=C(C=C3C2=O)CN2C(N(C=C2)C)=N)C=2C(=NC(=CC2)F)C)C=CC1Cl